2-(3-((2-butyl-4-oxo-1,3-diazaspiro[4.4]non-1-en-3-yl)methyl)-1H-pyrrol-1-yl)-N-(4,5-dimethylisoxazol-3-yl)benzenesulfonamide C(CCC)C1=NC2(C(N1CC1=CN(C=C1)C1=C(C=CC=C1)S(=O)(=O)NC1=NOC(=C1C)C)=O)CCCC2